4-nitro-N-[(8S)-5,6,7,8-tetrahydroquinolin-8-yl]benzenesulfonamide [N+](=O)([O-])C1=CC=C(C=C1)S(=O)(=O)N[C@H]1CCCC=2C=CC=NC12